tert-butyl (R)-4-(1-((6-methoxy-2-methylpyrazolo[1,5-a]pyridin-5-yl)carbamoyl)-2,3-dihydro-1H-pyrrolo[2,3-b]pyridin-4-yl)-2-methylpiperazine-1-carboxylate COC=1C(=CC=2N(C1)N=C(C2)C)NC(=O)N2CCC=1C2=NC=CC1N1C[C@H](N(CC1)C(=O)OC(C)(C)C)C